CC(C(=O)N)=CC(C)N1CCN(CC1)C1COC1 methyl-4-(4-(oxetan-3-yl)piperazin-1-yl)pent-2-enamide